(ethylbenzyl)(1-ethyl-1,4-cyclohexadienyl)ruthenium(0) C(C)C(C1=CC=CC=C1)[Ru-2]C1=C(CC=CC1)CC